[3-methyl-2-oxo-5-(4-piperidyl)benzimidazol-1-yl]piperidine-2,6-dione CN1C(N(C2=C1C=C(C=C2)C2CCNCC2)N2C(CCCC2=O)=O)=O